4-[(2-Chlorofurano[3,2-d]pyrimidin-4-yl)amino]cyclohexanol ClC=1N=C(C2=C(N1)C=CO2)NC2CCC(CC2)O